2-(4-{2-[(1R,4R)-5-Acetyl-2,5-diazabicyclo[2.2.1]hept-2-yl]ethoxy}phenoxy)[1,3]thiazolo[4,5-b]pyridine C(C)(=O)N1[C@H]2CN([C@@H](C1)C2)CCOC2=CC=C(OC=1SC=3C(=NC=CC3)N1)C=C2